C(C)OC(=O)C=1C(=NC(=NC1)SC)OCCC 2-(methylsulfanyl)-4-propoxypyrimidine-5-carboxylic acid ethyl ester